(R)-Ethyl 4-((2S,3R,6S)-2,3-bis(4-chlorophenyl)-6-(4-fluorobenzyl)-5-oxomorpholino)heptanoate ClC1=CC=C(C=C1)[C@@H]1O[C@H](C(N([C@@H]1C1=CC=C(C=C1)Cl)[C@@H](CCC(=O)OCC)CCC)=O)CC1=CC=C(C=C1)F